tetradec-11-en CCCCCCCCCCC=CCC